1,2,3,4-tetrahydroquinolin-4-yl-thiazole-5-carboxamide N1CCC(C2=CC=CC=C12)C=1SC(=CN1)C(=O)N